C(C)(C)(C)C12CNCC(N1C(=O)OCCOCCOCC)C2 2-(2-ethoxyethoxy)Ethanol tert-butyl-3,6-diazabicyclo[3.1.1]heptane-6-carboxylate